1-(3,3-dimethylcyclopentyl)ethyl 2-chloroacetate ClCC(=O)OC(C)C1CC(CC1)(C)C